[Cl-].[Cl-].C[SiH](C)[Zr+2](C1C=CC2=CC=CC=C12)C1C=CC2=CC=CC=C12 rac-dimethylsilyl-bis(indenyl)zirconium dichloride